5-(2,3-dimethyl-phenyl)-3-(2-methoxymethoxy-ethyl)-1-{2-oxo-2-[4-(2-oxo-1,2,4,5-tetrahydro-benzo[d][1,3]diazepin-3-yl)-piperidin-1-yl]-ethyl}-1H-pyrimidine-2,4-dione CC1=C(C=CC=C1C)C=1C(N(C(N(C1)CC(N1CCC(CC1)N1C(NC2=C(CC1)C=CC=C2)=O)=O)=O)CCOCOC)=O